C1(CC1)N(C(OC(C)(C)C)=O)CC1=CC(=C(C=C1)C=1N=C2SC3=C(N2C1)C=CC(=C3)C(NCCCN(CC)CC)=O)F tert-butyl cyclopropyl(4-(7-((3-(diethylamino)propyl)carbamoyl)benzo[d]imidazo[2,1-b]thiazol-2-yl)-3-fluorobenzyl)carbamate